L-β-mercaptoethanol SCCO